carbon lithium [Li].[C]